ethyl 2-[4-[(tert-butoxy) carbonyl] piperazin-1-yl]-4,6-dimethylpyrimidine-5-carboxylate C(C)(C)(C)OC(=O)N1CCN(CC1)C1=NC(=C(C(=N1)C)C(=O)OCC)C